5-(4-(1-(2-oxa-6-azaspiro[3.3]heptan-6-yl)ethyl)phenyl)-2-amino-N-((3r,6s)-6-(hydroxymethyl)tetrahydro-2H-pyran-3-yl)nicotinamide C1OCC12CN(C2)C(C)C2=CC=C(C=C2)C=2C=NC(=C(C(=O)N[C@H]1CO[C@@H](CC1)CO)C2)N